tert-butyl (5S)-5-[[(R)-tert-butylsulfinyl]amino]spiro[5,7-dihydrocyclopenta[b]pyridine-6,4'-piperidine]-1'-Carboxylate C(C)(C)(C)[S@@](=O)N[C@@H]1C=2C(=NC=CC2)CC12CCN(CC2)C(=O)OC(C)(C)C